N-[4-fluoro-5-(6-piperazin-1-ylpyridin-2-yl)-2-[rac-(3R)-3,4-dimethylpiperazin-1-yl]phenyl]-6-oxo-4-(trifluoromethyl)-1H-pyridine-3-carboxamide FC1=CC(=C(C=C1C1=NC(=CC=C1)N1CCNCC1)NC(=O)C1=CNC(C=C1C(F)(F)F)=O)N1C[C@H](N(CC1)C)C |r|